OCC=1SC=CC1NC(C)=O N-(2-(hydroxymethyl)thiophen-3-yl)acetamide